3-(4-bromophenyl)-5-fluoropyridine-4-amine BrC1=CC=C(C=C1)C=1C=NC=C(C1N)F